N-{4-[7-(cyclopropylmethyl)-5-methyl-4-oxo-3-phenyl-4,5,6,7-tetrahydro-1H-pyrrolo[3,2-c]pyridin-2-yl]pyridin-2-yl}-4,4-difluoro-2-(4-fluorophenyl)butanamide C1(CC1)CC1C2=C(C(N(C1)C)=O)C(=C(N2)C2=CC(=NC=C2)NC(C(CC(F)F)C2=CC=C(C=C2)F)=O)C2=CC=CC=C2